8-hydroxyoctyl oxide OCCCCCCCCOCCCCCCCCO